4-Hexyl-5-({2-methoxy-4-[(piperazin-1-yl)methyl]phenyl}methyl)-5H-pyrrolo[3,2-d]pyrimidin-2-amine C(CCCCC)C=1C2=C(N=C(N1)N)C=CN2CC2=C(C=C(C=C2)CN2CCNCC2)OC